C(=O)(OCC1C2=CC=CC=C2C2=CC=CC=C12)N[C@H](CC(=O)O)C(=O)O fmoc-D-aspartyl alcohol